1-(4-phenylbutyl)piperazine C1(=CC=CC=C1)CCCCN1CCNCC1